C(C(C)C)(=O)N1C(CNCC1C)C(=O)NCC1=CC=C(C=C1)C#CC 1-isobutyryl-6-methyl-N-(4-(prop-1-yn-1-yl)benzyl)piperazine-2-carboxamide